tert-butyl (R)-8-((6-chloropyrazin-2-yl)oxy)-5-azaspiro[2.5]octane-5-carboxylate ClC1=CN=CC(=N1)O[C@@H]1CCN(CC12CC2)C(=O)OC(C)(C)C